6-Chloro-2-(2-methoxyethyl)-1-pyridin-2-yl-1,2-dihydro-3H-pyrazolo[3,4-d]pyrimidin-3-one ClC1=NC=C2C(=N1)N(N(C2=O)CCOC)C2=NC=CC=C2